COC=1C=C(C=CC1[N+](=O)[O-])NN 3-Methoxy-4-nitrophenylhydrazine